C(C=C)(=O)OCCCCCCCCCF fluorononyl acrylate